5-(4-fluoro-2-(1-hydroxyethyl)phenyl)-2-methyl-2H-1,2,3-triazol FC1=CC(=C(C=C1)C=1C=NN(N1)C)C(C)O